ClC1=C(C=C(C=C1)N(C(=O)C1N(NC(C1)=O)C1=NC(=CC(=N1)C)C(F)(F)F)CC#CC1=NC=CC=N1)C N-(4-chloro-3-methylphenyl)-2-(4-methyl-6-(trifluoromethyl)pyrimidin-2-yl)-5-oxo-N-(3-(pyrimidin-2-yl)prop-2-yn-1-yl)pyrazolidine-3-carboxamide